2-(biphenyl-3-yl)-4-tertbutylpyridine C1(=CC(=CC=C1)C1=NC=CC(=C1)C(C)(C)C)C1=CC=CC=C1